F[B-](F)(F)F.C1=CC=CC=2[SH+]C3=CC=CC=C3SC12 (Thianthrenium) tetrafluoroborate